C(C)N(S(=O)(=O)NC=1C(=C(C(=O)C2=CNC3=NC=C(C=C32)OC3CCNCC3)C(=CC1)F)F)C 3-[3-[[Ethyl(methyl)sulfamoyl]amino]-2,6-difluoro-benzoyl]-5-(4-piperidyloxy)-1H-pyrrolo[2,3-b]pyridine